C(C)(C)C=1N=C(C2=CC3=C(C=C2C1C1=CC(=NC=C1)C)C=NN3)N=S(=O)(C)C ((6-isopropyl-5-(2-methylpyridin-4-yl)-1H-pyrazolo[4,3-g]isoquinolin-8-yl)imino)dimethyl-λ6-sulfanone